isoindolinemethylamine C1(NCC2=CC=CC=C12)CN